N-(3-(5-cyano-2-methoxyphenyl)-1-(2-(3,3-difluoroazetidin-1-yl)-2-oxoethyl)-1H-pyrazol-4-yl)pyrazolo[1,5-a]pyrimidine-3-carboxamide C(#N)C=1C=CC(=C(C1)C1=NN(C=C1NC(=O)C=1C=NN2C1N=CC=C2)CC(=O)N2CC(C2)(F)F)OC